1-(4-methoxybenzyl)-1H-pyrrole-2,5-dione COC1=CC=C(CN2C(C=CC2=O)=O)C=C1